NC[C@]12CN(C[C@@H]2C1)C1=NC2=C(N1CC1=CC=C(C#N)C=C1)C=CC=C2 4-((2-((1S,5R)-1-(aminomethyl)-3-azabicyclo[3.1.0]hexan-3-yl)-1H-benzo[d]imidazol-1-yl)methyl)benzonitrile